3-bromo-5-((3,5-dichlorophenylimino)-methyl)phenyl nicotinate C(C1=CN=CC=C1)(=O)OC1=CC(=CC(=C1)C=NC1=CC(=CC(=C1)Cl)Cl)Br